(S)-4-((2-cyanophenyl)thio)-6-(1-(1-(2-hydroxyacetyl)piperidin-3-yl)-1H-pyrazol-4-yl)pyrazolo[1,5-a]pyridine-3-carbonitrile C(#N)C1=C(C=CC=C1)SC=1C=2N(C=C(C1)C=1C=NN(C1)[C@@H]1CN(CCC1)C(CO)=O)N=CC2C#N